O=C1C(=C(C=NN1)N1[C@@H](CCC1)COC1CCC(CC1)C(=O)O)C(F)(F)F 4-[[(2S)-1-[6-oxo-5-(trifluoromethyl)-1,6-dihydropyridazin-4-yl]pyrrolidin-2-yl]methoxy]cyclohexane-1-carboxylic acid